N[C@@H]1CN(CCC1)C1=CC(=NC=C1C1=CC(=C(C(=C1)C)OC(C)C)C)NC1=NC(=NC=C1)C1=C(C=CC=C1OC)F (S)-N-(4-(3-aminopiperidin-1-yl)-5-(4-isopropoxy-3,5-dimethylphenyl)pyridin-2-yl)-2-(2-fluoro-6-methoxyphenyl)pyrimidin-4-amine